(R)-2-(3-fluoro-5-(isoxazol-4-ylmethyl)-2-methoxyphenyl)-2-((R)-3-((5-(5,6,7,8-tetrahydro-1,8-naphthyridin-2-yl)pentyl)oxy)pyrrolidin-1-yl)acetic acid FC=1C(=C(C=C(C1)CC=1C=NOC1)[C@H](C(=O)O)N1C[C@@H](CC1)OCCCCCC1=NC=2NCCCC2C=C1)OC